6-(2-amino-5-(3,5-dimethyl-4-(4-methylpiperazin-1-yl)phenyl)pyridin-3-yl)-8-fluoroisoquinolin-1(2H)-one NC1=NC=C(C=C1C=1C=C2C=CNC(C2=C(C1)F)=O)C1=CC(=C(C(=C1)C)N1CCN(CC1)C)C